(7R)-3-[(3-chloro-2-methoxyphenyl)amino]-7-[(2S)-1,4-dioxan-2-ylmethyl]-2-(pyrimidin-4-yl)-1H,5H,6H,7H-pyrrolo[3,2-c]pyridin-4-one ClC=1C(=C(C=CC1)NC1=C(NC2=C1C(NC[C@H]2C[C@@H]2OCCOC2)=O)C2=NC=NC=C2)OC